2-cyano-5-(methylthio)isonicotinic acid C(#N)C=1C=C(C(=O)O)C(=CN1)SC